NC1=NC=CC(=C1F)CC=1C(=C(C(=C(C(=O)N)C1)NC1=C(C=C(C=C1)I)F)F)F 5-((2-amino-3-fluoropyridine-4-yl)methyl)-3,4-difluoro-2-((2-fluoro-4-iodophenyl)amino)benzamide